N(=[N+]=[N-])CCOCCOCCOCCOCCOCCOCC(=O)O 20-Azido-3,6,9,12,15,18-hexaoxaicosanoic acid